tert-butyl ((S)-1-((2S,4R)-4-hydroxy-2-((4-(4-methylthiazol-5-yl)benzyl)carbamoyl) pyrrolidin-1-yl)-3,3-dimethyl-1-oxobutan-2-yl)carbamate O[C@@H]1C[C@H](N(C1)C([C@H](C(C)(C)C)NC(OC(C)(C)C)=O)=O)C(NCC1=CC=C(C=C1)C1=C(N=CS1)C)=O